4-chloro-1-(1-chloroethyl)-2-fluorobenzene ClC1=CC(=C(C=C1)C(C)Cl)F